(1R,2S)-5'-methoxy-2-(3-{[3-methoxy-6-(morpholin-4-yl)pyrazin-2-yl]amino}-1H-indazol-6-yl)-1'H-spiro[cyclopropane-1,3'-indol]-2'-one COC=1C=C2[C@]3(C(NC2=CC1)=O)[C@@H](C3)C3=CC=C1C(=NNC1=C3)NC3=NC(=CN=C3OC)N3CCOCC3